(S)-2-(4-(4-benzyl-6-methoxy-5-oxo-4,5-dihydropyrazine-2-carbonyl)-3,3-dimethylpiperazin-1-yl)-N-(5-(2,4-difluorophenoxy)pyrazin-2-yl)propanamide C(C1=CC=CC=C1)N1C=C(N=C(C1=O)OC)C(=O)N1C(CN(CC1)[C@H](C(=O)NC1=NC=C(N=C1)OC1=C(C=C(C=C1)F)F)C)(C)C